6-(tert-butyl)-4-((5-(2,4-difluoro-3-hydroxyphenyl)-1,3,4-thiadiazol-2-yl)methyl)-4,6-diazaspiro[2.4]heptane-5,7-dione C(C)(C)(C)N1C(N(C2(CC2)C1=O)CC=1SC(=NN1)C1=C(C(=C(C=C1)F)O)F)=O